BrC1=C(C=C(C=C1)C(C(=O)NCC(F)(F)F)COC)F 2-(4-bromo-3-fluorophenyl)-3-methoxy-N-(2,2,2-trifluoroethyl)propanamide